3-Fluoro-5-[3-(piperidine-1-carbonyl)pyrazolo[1,5-a]pyridin-7-yl]pyridine-2-carboxylic acid FC=1C(=NC=C(C1)C1=CC=CC=2N1N=CC2C(=O)N2CCCCC2)C(=O)O